NC=1C(NC(NC1NC1[C@H](O)[C@H](O)[C@H](O1)COP(=O)(O)O)=O)=O 5-amino-6-(5-phospho-D-ribosyl-amino)uracil